1-(5Z,8Z,11Z,14Z-eicosatetraenoyl)-2-(6Z,9Z,12Z,15Z-octadecatetraenoyl)-glycero-3-phospho-(1'-sn-glycerol) CCCCC/C=C\C/C=C\C/C=C\C/C=C\CCCC(=O)OC[C@H](COP(=O)(O)OC[C@H](CO)O)OC(=O)CCCC/C=C\C/C=C\C/C=C\C/C=C\CC